N1=CC(=CC=C1)C1=NNC=N1 3-(pyridin-3-yl)-1H-1,2,4-triazole